5-bromo-1,3-dimethyl-2-(pent-4-en-1-yloxy)benzene BrC=1C=C(C(=C(C1)C)OCCCC=C)C